1-[(4S)-4-amino-5-[4-[4-[[3-[4-(difluoromethoxy)phenyl]imidazo[1,2-a]pyrazin-8-yl]amino]-2-methylbenzoyl]piperazin-1-yl]-5-oxopentyl]guanidine N[C@@H](CCCNC(=N)N)C(=O)N1CCN(CC1)C(C1=C(C=C(C=C1)NC=1C=2N(C=CN1)C(=CN2)C2=CC=C(C=C2)OC(F)F)C)=O